NC=1C=CC(=C2CN(C(C12)=O)CC(C#N)CNC)C1=CC=C2C=NN(C2=C1)C 2-{[7-amino-4-(1-methyl-1H-indazol-6-yl)-1-oxo-2,3-dihydro-1H-isoindol-2-yl]methyl}-3-(methylamino)propanenitrile